2-(2-Amino-9-((2R,3S,4S,5R)-4-fluoro-3-hydroxy-5-(hydroxymethyl)tetrahydrofuran-2-yl)-6,8-dioxo-1,6,8,9-tetrahydro-7H-purin-7-yl)-N-hydroxyacetamide NC=1NC(C=2N(C(N(C2N1)[C@@H]1O[C@@H]([C@H]([C@H]1O)F)CO)=O)CC(=O)NO)=O